2-((3-((8Z,11Z)-pentadeca-8,11,14-trien-1-yl)phenoxy)methyl)oxirane C(CCCCCC\C=C/C\C=C/CC=C)C=1C=C(OCC2OC2)C=CC1